NC(C)(C1CCCC1)C1=CN(C2=CN=CC=C21)C 3-(1-amino-1-cyclopentylethyl)-1-methyl-1H-pyrrolo[2,3-c]pyridine